NC1C(C(CC12CCNCC2)=O)C 4-amino-3-methyl-2-oxo-8-azaspiro[4.5]decane